(S)-1-(3,4-Difluorobenzyl)-N-(2,4-dimethyl-5-oxo-5,6,7,8-tetrahydro-4H-pyrazolo[1,5-a][1,3]diazepin-6-yl)-1H-1,2,4-triazol-3-carboxamid FC=1C=C(CN2N=C(N=C2)C(=O)N[C@@H]2C(N(C=3N(CC2)N=C(C3)C)C)=O)C=CC1F